2-(4-Bromothiophen-2-yl)-2-phenylacetaldehyde BrC=1C=C(SC1)C(C=O)C1=CC=CC=C1